C(C)(C)N(C=C)C(C)C 2-diisopropylaminoethaneN